Benzyl (1,3-dihydroxy-2-(hydroxymethyl)propan-2-yl)carbamate OCC(CO)(CO)NC(OCC1=CC=CC=C1)=O